FC1CN(C1)C1=CC(=C(C=C1)F)N1N=C2N=CC(=CC2=C1)CCC(C)C 3-fluoro-N-{4-fluoro-3-[5-(3-methylbutyl)-2H-pyrazolo[3,4-b]pyridin-2-yl]phenyl}azetidine